2-[6-amino-5-[8-[2-[(E)-3-(azepan-1-yl)prop-1-enyl]-4-pyridyl]-3,8-diazabicyclo[3.2.1]octan-3-yl]pyridazin-3-yl]phenol NC1=C(C=C(N=N1)C1=C(C=CC=C1)O)N1CC2CCC(C1)N2C2=CC(=NC=C2)\C=C\CN2CCCCCC2